(5S)-5-(aminomethyl)pyrrolidin-2-one hydrochloride Cl.NC[C@@H]1CCC(N1)=O